(R)-1-methyl-N-(5-(p-tolyl)-2,3-dihydro-1H-inden-1-yl)-1H-pyrazole-5-carboxamide CN1N=CC=C1C(=O)N[C@@H]1CCC2=CC(=CC=C12)C1=CC=C(C=C1)C